CCOCNC(=O)C=C N-(Ethoxymethyl)acrylamide